4-(9-ethyl-8-iodo-2-(3-(1-methyl-1H-pyrazol-3-yl)phenyl)-9H-purin-6-yl)morpholine C(C)N1C2=NC(=NC(=C2N=C1I)N1CCOCC1)C1=CC(=CC=C1)C1=NN(C=C1)C